ClC1=C(C=CC=C1)NC(=O)C=1NC2=CC(=CC=C2C1)C(F)(F)F N-(2-chlorophenyl)-6-(trifluoromethyl)-1H-indole-2-carboxamide